P(=O)(OC(C)C)(OC(C)C)[O-] diiso-propyl phosphate